CS(=O)(=O)CC1=C(C=CC(=C1)[N+](=O)[O-])O 2-(methylsulfonylmethyl)-4-nitrophenol